Br[C@H](C(=O)OC(C1=CC=CC=C1)C1=CC=CC=C1)CO benzhydryl (S)-2-bromo-3-hydroxypropanoate